2-{4-[(1-methylazepan-4-yl)amino]pyrido[3,4-d]pyridazin-1-yl}-5-(trifluoromethyl)phenol formate C(=O)OC1=C(C=CC(=C1)C(F)(F)F)C1=C2C(=C(N=N1)NC1CCN(CCC1)C)C=NC=C2